3-[(7R,8aS)-octahydropyrrolo[1,2-a]pyrazin-7-yloxy]-2-(trifluoromethyl)pyridine hydrochloride Cl.C1[C@H]2N(CCN1)C[C@@H](C2)OC=2C(=NC=CC2)C(F)(F)F